3-(5-((3,6-diazabicyclo[3.1.1]heptane-6-yl)methyl)-1-oxoisoindoline-2-yl)piperidine C12CNCC(N1CC=1C=C3CN(C(C3=CC1)=O)C1CNCCC1)C2